Methyl-glucose sesqui-isostearate C(CCCCCCCCCCCCCCC(C)C)(=O)O.CC(=O)[C@H](O)[C@@H](O)[C@H](O)[C@H](O)CO.C(CCCCCCCCCCCCCCC(C)C)(=O)O.C(CCCCCCCCCCCCCCC(C)C)(=O)O.CC(=O)[C@H](O)[C@@H](O)[C@H](O)[C@H](O)CO